NC=1NC(C=2N=CNC2N1)=O 2-amino-1,9-dihydro-6H-purin-6-one